1-Ethyl 3-(1H-1,2,3-triazol-1-yl)propanoate N1(N=NC=C1)CCC(=O)OCC